C(CCCCC(C)(C)C)(=O)OOOC(C)(C)CCC tert-hexylperoxy neononanoate